NC(C(=O)O)C(C(F)(F)F)SC(N)=N 2-amino-3-(carbamimidoylsulfanyl)-4,4,4-trifluorobutanoic acid